COC(=O)C1=C[C@@H](CO1)NC(=O)C1(CC(=NO1)C1=CC(=CC=C1)F)C (3S)-3-[[3-(3-fluorophenyl)-5-methyl-4H-isoxazole-5-carbonyl]amino]-2,3-dihydrofuran-5-carboxylic acid methyl ester